CC(CCS)(CC)C 3,3-dimethylpentyl mercaptan